N-(2-chlorobenzyl)-N,2,2-trimethylbutanamide ClC1=C(CN(C(C(CC)(C)C)=O)C)C=CC=C1